C(C)(=O)OC1=CC=C(C=C1)[C@@H]1N(C[C@H](CC1)C)C(C(=O)NC=1C=NC(=C(C1)C)NC(=O)OC(C)(C)C)=O [4-[(2R,5S)-1-[2-[[6-(tert-butoxycarbonylamino)-5-methyl-3-pyridyl]amino]-2-oxo-acetyl]-5-methyl-2-piperidyl]phenyl] acetate